n-Propylpropionat C(CC)OC(CC)=O